2-((2-((4-Chloro-2-fluorobenzyl)oxy)-3-(1H-imidazol-1-yl)-5,8-dihydro-1,7-naphthyridin-7(6H)-yl)methyl)-1-(oxetan-2-ylmethyl)-1H-benzo[d]imidazole-6-carboxylic acid ClC1=CC(=C(COC2=NC=3CN(CCC3C=C2N2C=NC=C2)CC2=NC3=C(N2CC2OCC2)C=C(C=C3)C(=O)O)C=C1)F